Cl.CC=1C=NC(=NC1)N1CCC(CC1)OC[C@@H]1N(CCC[C@@H]1NS(=O)(=O)C)C(=O)OC methyl cis-2-(((1-(5-methylpyrimidin-2-yl)piperidin-4-yl)oxy)methyl)-3-((methylsulfonyl)amino)piperidine-1-carboxylate hydrochloride